N-(2-(4-((R)-4-cyclopropyl-3-methylpiperazine-1-yl)piperidine-1-yl)-5-((6-((R)-3-(3,5-difluorophenyl)-isoxazolidine-2-yl)pyrimidine-4-yl)amino)-4-methoxyphenyl)acrylamide C1(CC1)N1[C@@H](CN(CC1)C1CCN(CC1)C1=C(C=C(C(=C1)OC)NC1=NC=NC(=C1)N1OCC[C@@H]1C1=CC(=CC(=C1)F)F)NC(C=C)=O)C